ClC=1C=CC(=NC1)C1(CC1)C=1C=C2C(=CC=NC2=CC1)C(=O)NCC(=O)N1CSC[C@H]1C#N (R)-6-(1-(5-Chloropyridin-2-yl)cyclopropyl)-N-(2-(4-cyanothiazolidin-3-yl)-2-oxoethyl)quinoline-4-carboxamide